N-(4-bromobenzofuran-2-yl)carbamic acid tert-butyl ester C(C)(C)(C)OC(NC=1OC2=C(C1)C(=CC=C2)Br)=O